FC=1C=C2C(=CNC2=CC1)CCCNCC1CCN(CC1)C(=O)C1=CC=C(C#N)C=C1 4-(4-(((3-(5-fluoro-1H-indol-3-yl)propyl)amino)methyl)piperidine-1-carbonyl)benzonitrile